2-(2-((3R,4R)-3-Amino-4-fluoropiperidin-1-yl)-6-fluoro-1H-benzo[d]imidazol-1-yl)-N-cyclopropyl-N-(2,2,2-trifluoroethyl)acetamid N[C@@H]1CN(CC[C@H]1F)C1=NC2=C(N1CC(=O)N(CC(F)(F)F)C1CC1)C=C(C=C2)F